6-[6-[1-[2-(aminomethyl)-3,3-difluoro-allyl]-5-oxo-1,2,4-triazol-4-yl]-5-methyl-3-pyridinyl]-3-methyl-1,4-dihydroquinazolin-2-one NCC(CN1N=CN(C1=O)C1=C(C=C(C=N1)C=1C=C2CN(C(NC2=CC1)=O)C)C)=C(F)F